C(C)C(CN=C(O)C=1C=CC=2C3=CC=C(C=4C(=CC=C(C5=CC=C(C1C52)C(O)=NCC(CCCC)CC)C43)C(=O)O)C(=O)O)CCCC N,N'-bis(2-ethylhexyl)-3,4,9,10-perylenetetracarboxylic acid diimide